3-(4-amino-7-(1-ethyl-1H-pyrazol-5-yl)-2-(pyridin-2-ylmethyl)-2H-pyrazolo[4,3-c]pyridin-6-yl)benzonitrile NC1=NC(=C(C=2C1=CN(N2)CC2=NC=CC=C2)C2=CC=NN2CC)C=2C=C(C#N)C=CC2